O=C1NC(CCC1C1=C(C=C(C=C1)N1CCN(CC1)C(=O)OC(C)(C)C)OC)=O tert-butyl 4-(4-(2,6-dioxopiperidin-3-yl)-3-methoxyphenyl)piperazine-1-carboxylate